C(C)(C)(C)[C@]1(N(CCC2(C1)OCC(C1=C2SC(=C1)Cl)C#N)C(=O)OCC(C=C)OC1=C(C=CC=C1)Br)C 2-(2-bromophenoxy)but-3-en-1-ol tert-butyl-(2'S)-2-chloro-4-cyano-2'-methyl-spiro[4,5-dihydrothieno[2,3-c]pyran-7,4'-piperidine]-1'-carboxylate